ClC1=CC(=C(C=C1)C1=C2C(=C(N=N1)N[C@H]1CN(CCC1)C)C=NC=C2)C(F)(F)F 1-[4-chloro-2-(trifluoromethyl)phenyl]-N-[(3R)-1-methylpiperidin-3-yl]pyrido[3,4-d]pyridazin-4-amine